N(=NC(CCC(=O)O)(C)C#N)C(CCC(=O)O)(C)C#N.[NH4+] ammonium 4,4'-azobis(4-cyanovaleric acid)